P(OC1=C(C=C(C=C1)C(C)(C)C)C(C)(C)C)(OC1=C(C=C(C=C1)C(C)(C)C)C(C)(C)C)OC1=C(C=C(C=C1)C(C)(C)C)C(C)(C)C tris(2,4-di(tert-butyl) phenyl) phosphite